F[C@@H]1C(NC(C[C@@H]1N1C=CC2=C1N=NC(=C2)C2=CC1=C(NC(O1)=O)C=C2O)(C)C)(C)C 6-{7-[(3S,4S)-3-fluoro-2,2,6,6-tetramethylpiperidin-4-yl]-7H-pyrrolo[2,3-c]pyridazin-3-yl}-5-hydroxy-1,3-benzoxazol-2(3H)-one